(E) or (Z)-4-((allyloxy)imino)-1,3-dimethyl-9-oxo-4,9-dihydro-1H-naphtho[2,3-d]imidazolium C(C=C)ON=C1C2=CC=CC=C2C(C=2[NH+](CN(C21)C)C)=O